O=C1NC(CCC1N1C(N(C2=C1C=CC(=C2)CC2CC1(C2)CCN(CC1)C(=O)OC(C)(C)C)C)=O)=O tert-butyl 2-{[1-(2,6-dioxopiperidin-3-yl)-3-methyl-2-oxo-1,3-benzodiazol-5-yl]methyl}-7-azaspiro[3.5]nonane-7-carboxylate